2-(4H-1,2,4-triazol-4-yl)ethan-1-amine N=1N=CN(C1)CCN